CC(C)N1CCC(CC1)N1CCN(CCC1)C1=CC=CC(=N1)C(=O)NCCC1=NC=CC=C1 6-{4-[1-(Propan-2-yl)piperidin-4-yl]-1,4-diazepan-1-yl}-N-[2-(pyridin-2-yl)ethyl]pyridine-2-carboxamide